ethyl 2,2-dimethyl-3-(2,2,2-trifluoro-N-methylacetamido)propanoate CC(C(=O)OCC)(CN(C(C(F)(F)F)=O)C)C